(7R,8aS)-2-(5-(5-(2,3-dimethylphenyl)-6-methoxy-1H-pyrazolo[4,3-b]pyridin-3-yl)pyridin-2-yl)octahydropyrrolo[1,2-a]pyrazin-7-ol phosphate P(=O)(O)(O)O[C@@H]1C[C@@H]2N(CCN(C2)C2=NC=C(C=C2)C2=NNC=3C2=NC(=C(C3)OC)C3=C(C(=CC=C3)C)C)C1